CC1=CC=C(C=C1)S(=O)(=O)N1C=CC=2C1=NC(=CC2)C=2C=NC=CC2 1-(p-toluenesulfonyl)-6-(3-pyridyl)pyrrolo[2,3-b]pyridine